C12(CC3CC(CC(C1)C3)C2)CNC(=O)C=2OC=C(N2)C2=NC(=NC=C2C)NC2=CC=NN2C N-(((1s,3s)-adamantan-1-yl)methyl)-4-(5-methyl-2-((1-methyl-1H-pyrazol-5-yl)amino)pyrimidin-4-yl)oxazole-2-carboxamide